2-(2,2-dibromovinyl)-5-methoxyphenol BrC(=CC1=C(C=C(C=C1)OC)O)Br